NC1=CC=CC(=N1)S(=O)(=O)NC1=NC(=C(C=C1)Cl)C1=C(C=CC=C1)C#N 6-amino-N-(5-chloro-6-(2-cyanophenyl)pyridin-2-yl)pyridine-2-sulfonamide